Cl.COC([C@@H](N)CCCCNC(=O)OCC1=CC=CC=2C3=CC=CC=C3CC12)=O N'-fluorenylmethoxycarbonyl-L-lysine methyl ester hydrochloride